C12(CC3CC(CC(C1)C3)C2)C=2OC3=C(C2)C=CC=C3 2-(adamantan-1-yl)benzofuran